5-(4-aminopiperidin-1-yl)-3-isopropyl-N-(2-(3-(4-methylpiperazin-1-yl)-1H-pyrazol-1-yl)benzyl)-2H-pyrazolo[4,3-d]pyrimidin-7-amine NC1CCN(CC1)C=1N=C(C=2C(N1)=C(NN2)C(C)C)NCC2=C(C=CC=C2)N2N=C(C=C2)N2CCN(CC2)C